2-amino-4-(2-methylpropan-1-en-1-yl)benzoic acid NC1=C(C(=O)O)C=CC(=C1)C=C(C)C